C(C)C=1C=CC2=C3C(C(C(=C2C1)OC(=O)OC)=O)=C1C=CC=CC1=C(C3=O)OC(=O)OC 2-ethyl-5,11-dioxo-6,12-bis(methoxycarbonyloxy)naphthonaphthalene